C(C(C)C)N1CCC(CC1)C#CC1=NC=CC(=N1)C=1C=CCN(C1)C1CCOCC1 5-(2-((1-isobutylpiperidin-4-yl)ethynyl)pyrimidin-4-yl)-1-(tetrahydro-2H-pyran-4-yl)pyridin